4-hydroxymethylpyridin-2(1H)one OCC1=CC(NC=C1)=O